(1S,4s)-4-(2-(((R)-2-(3-fluorophenyl)-2-hydroxyethyl)amino)-2-methylpropyl)cyclohexane-1-carboxylic acid methyl ester COC(=O)C1CCC(CC1)CC(C)(C)NC[C@H](O)C1=CC(=CC=C1)F